N1=C(C=NC=C1)N1CCC(CC1)N 1-(pyrazin-2-yl)piperidin-4-amine